N-(2-((((CIS)-4-phenylcyclohexyl)oxy)methyl)-1-(pyridin-3-yl)piperidin-3-yl)methanesulfonamide C1(=CC=CC=C1)[C@H]1CC[C@H](CC1)OCC1N(CCCC1NS(=O)(=O)C)C=1C=NC=CC1